N12C(CN(CC1)CC2)CO 1,4-diazabicyclo[2.2.2]octane-2-ylmethanol